5-chloro-2-(N-((1S,2R)-2-(2-fluoro-6-methylphenyl)-1-(5-oxo-4,5-dihydro-1,3,4-oxadiazol-2-yl)propyl)sulfamoyl)benzamide ClC=1C=CC(=C(C(=O)N)C1)S(N[C@@H]([C@H](C)C1=C(C=CC=C1C)F)C=1OC(NN1)=O)(=O)=O